4-methoxypyridine-3-sulfonamide COC1=C(C=NC=C1)S(=O)(=O)N